(2S,4R)-1-(2-(3-acetyl-5-(pyridazin-4-yl)-1H-indol-1-yl)acetyl)-N-(5-(3,4-dichlorophenyl)-1,3,4-thiadiazol-2-yl)-4-fluoropyrrolidine-2-carboxamide C(C)(=O)C1=CN(C2=CC=C(C=C12)C1=CN=NC=C1)CC(=O)N1[C@@H](C[C@H](C1)F)C(=O)NC=1SC(=NN1)C1=CC(=C(C=C1)Cl)Cl